C(C1=CC=CC=C1)OCC1OCC(OC1)C(F)F 2-((benzyloxy)methyl)-5-(difluoromethyl)-1,4-dioxane